(2,4,5-TRIFLUOROPHENYL)CYCLOHEXANAMINE FC1=C(C=C(C(=C1)F)F)C1(CCCCC1)N